BrC1=NN=C(S1)N 5-bromo-2-amino-1,3,4-thiadiazole